(1S,5R,6S) or (1R,5S,6R)-benzyl 6-methyl-3,8-diazabicyclo[3.2.1]octane-8-carboxylate C[C@@H]1[C@@H]2CNC[C@H](C1)N2C(=O)OCC2=CC=CC=C2 |o1:1,2,6|